docosyl-dimethylammonium C(CCCCCCCCCCCCCCCCCCCCC)[NH+](C)C